3-(triethoxysilyl)-propionyl chloride C(C)O[Si](CCC(=O)Cl)(OCC)OCC